C(C)(C)(C)C1=C(C(=C(C(=C1)C)CN1CN(CN(C1)CC1=C(C(=C(C=C1C)C(C)(C)C)O)C)CC1=C(C(=C(C=C1C)C(C)(C)C)O)C)C)O 1,3,5-tris[(4-tert-butyl-3-hydroxy-2,6-xylyl)methyl]-1,3,5-triazin